3-[4-(morpholin-4-yl)phenyl]propionic acid N1(CCOCC1)C1=CC=C(C=C1)CCC(=O)O